FC=1C=CC(=NC1)N1N=C(C=C1O)C(=O)NC1=CC=C(C=C1)CCO 1-(5-fluoropyridin-2-yl)-5-hydroxy-N-(4-(2-hydroxyethyl)phenyl)-1H-pyrazole-3-carboxamide